NC(CCCN)CCCCN 4-amino-1,8-octanediamine